[Na].C(CC(O)(C(=O)[O-])CC(=O)[O-])(=O)[O-].[NH4+].[NH4+].[NH4+] tri-ammonium citrate, sodium salt